ClC=1C=C2C=CC(=NC2=C(C1)Cl)NC1=CC2=C(OC(O2)(F)F)C=C1 6,8-dichloro-N-(2,2-difluorobenzo[d][1,3]dioxol-5-yl)quinolin-2-amine